[C@H]12CN(C[C@H](CC1)N2)C=2C1=C(N=C(N2)OCC23CCCN3CC(C2)=CF)C(=C(N=C1)C1=CC(=CC2=CC=CC(=C12)C#C)O)F 4-(4-((1R,5S)-3,8-diazabicyclo[3.2.1]octan-3-yl)-8-fluoro-2-((2-(fluoro-methylene)tetrahydro-1H-pyrrolizin-7a(5H)-yl)methoxy)pyrido[4,3-d]pyrimidin-7-yl)-5-ethynylnaphthalen-2-ol